CN1N=C(OC(C1=O)C)C=1C(=NC=CN1)C(C)N(C(C1=CC(=CC(=C1)C(F)(F)F)C(F)(F)F)=O)C N-(1-(3-(4,6-dimethyl-5-oxo-5,6-dihydro-4H-1,3,4-oxadiazin-2-yl)pyrazin-2-yl)ethyl)-N-methyl-3,5-bis(trifluoromethyl)benzamide